2-cyclopropyl-4-{1-methyl-5-[6-(trifluoromethyl)pyridin-3-yl]-1H-pyrazol-3-yl}benzaldehyde C1(CC1)C1=C(C=O)C=CC(=C1)C1=NN(C(=C1)C=1C=NC(=CC1)C(F)(F)F)C